N-{6-(2-Hydroxypropan-2-yl)-2-[2-(methylsulfonyl)ethyl]-2H-indazol-5-yl}-6-(trifluoromethyl)pyridin-2-carboxamid OC(C)(C)C=1C(=CC2=CN(N=C2C1)CCS(=O)(=O)C)NC(=O)C1=NC(=CC=C1)C(F)(F)F